Iron (iii) chloride [Fe](Cl)(Cl)Cl